2-(((1r,4r)-4-(((4-methoxyphenyl)(phenyl)carbamoyloxy)methyl)cyclohexyl)methoxy)acetic acid COC1=CC=C(C=C1)N(C(=O)OCC1CCC(CC1)COCC(=O)O)C1=CC=CC=C1